OC1([C@H](CN(C[C@H]1C)C=1C=C(C(=NC1)C(F)(F)F)NC(C1=NC(=CC=C1)C=1C=NN(C1)CC(F)(F)F)=O)C)C N-(5-((3S,4s,5R)-4-hydroxy-3,4,5-trimethylpiperidin-1-yl)-2-(trifluoromethyl)pyridin-3-yl)-6-(1-(2,2,2-trifluoroethyl)-1H-pyrazol-4-yl)picolinamide